1-oxo-4,5-diazacycloheptane O=C1CCNNCC1